N1-(5-((3',5'-Dichloro-5-(morpholinomethyl)-[1,1'-biphenyl]-3-yl)oxy)pyridin-2-yl)ethane-1,2-diamine ClC=1C=C(C=C(C1)Cl)C1=CC(=CC(=C1)CN1CCOCC1)OC=1C=CC(=NC1)NCCN